CC=1C2=C(NC(C1C1=NN(C(C1)C1=CC=CC=C1)C(CC)=O)=O)SC=C2 4-methyl-5-(5-phenyl-1-propionyl-4,5-dihydro-1H-pyrazol-3-yl)thieno[2,3-b]pyridin-6(7H)-one